N[C@H](C(=O)N1[C@@H](C[C@H](C1)O)C(=O)N[C@@H](C)C=1C=NC(=CC1)C1=C(N=CS1)C)C(C)(C)C (2S,4R)-1-((S)-2-amino-3,3-dimethylbutanoyl)-4-hydroxy-N-((S)-1-(6-(4-methylthiazol-5-yl)pyridin-3-yl)ethyl)pyrrolidine-2-carboxamide